CC1(CN(C1)CC=1C(=C(C(=CC1)F)N1N=C(C=2C1=CN=CC2)C=2C=NN(C2)C)C)C (3-((3,3-Dimethylazetidin-1-yl)methyl)-6-fluoro-2-methylphenyl)-3-(1-methyl-1H-pyrazol-4-yl)-1H-pyrazolo[3,4-c]pyridine